[I].[Br] bromine iodine